(1S,3r)-3-(3-(5-chloro-4-((S)-4-hydroxy-5,5-dimethyl-5,6-dihydro-4H-pyrrolo[1,2-b]pyrazol-3-yl)pyridin-2-yl)ureido)-N-methylcyclohexane-1-carboxamide ClC=1C(=CC(=NC1)NC(N[C@H]1C[C@H](CCC1)C(=O)NC)=O)C1=C2N(N=C1)CC([C@@H]2O)(C)C